(E)-1-(8-bromo-2-methylimidazo[1,2-a]pyridin-3-yl)-3-(2-bromophenyl)prop-2-en-1-one BrC=1C=2N(C=CC1)C(=C(N2)C)C(\C=C\C2=C(C=CC=C2)Br)=O